(S)-10-(tert-butoxymethyl)-4-ethyl-4,9-dihydroxy-1,12-dihydro-14H-pyrano[3',4':6,7]indolizino[1,2-b]quinoline-3,14(4H)-dione C(C)(C)(C)OCC=1C=2C=C3C(=NC2C=CC1O)C1=CC2=C(C(N1C3)=O)COC([C@]2(O)CC)=O